ClC1=C(C=C(C=C1)F)C1N(S(C2=C1C(=CC=C2)[N+](=O)[O-])(=O)=O)CC2=CC=C(C=C2)OC (2-chloro-5-fluorophenyl)-2-(4-methoxybenzyl)-4-nitro-2,3-dihydrobenzo[d]isothiazole-1,1-dioxide